OC(CO)NC(=O)C(=O)NC(CO)O N,N'-bis(1,2-dihydroxyethyl)oxamide